C1(CCCCC1)C1=NC2=C(N1)C=CC=C2 2-cyclohexyl-1H-benzo[d]imidazole